C(C)(C)(C)OC(NC1CC(C1)NC1=C2C(=NC=3N1N=CC3)C3(CC3)C(C2)C=O)=O tert-Butyl((1R,3R)-3-((6-formyl-6,7-dihydrospiro[cyclopenta[d]pyrazolo[1,5-a]pyrimidine-5,1'-cycloPropane]-8-yl)amino)cyclobutyl)carbamate